N-(2-bromoethyl)-2,6-dihydroxy-N-(2-hydroxyethyl)-5'-methyl-4-pentyl-1',2',3',4'-tetrahydro-[1,1'-biphenyl]-3-sulfonamide BrCCN(S(=O)(=O)C=1C(=C(C(=CC1CCCCC)O)C1CCCC(=C1)C)O)CCO